N1[C@@H](C1)C(=O)O (2S)-aziridine-2-carboxylic acid